4-(3,5-difluorophenyl)-N-[3-(6-methylpyrimidin-4-yl)-3-azabicyclo[3.2.1]oct-8-yl]-6,7-dihydro-5H-[1,2,4]triazolo[1,5-a]pyrimidin-2-amine FC=1C=C(C=C(C1)F)N1C=2N(CCC1)N=C(N2)NC2C1CN(CC2CC1)C1=NC=NC(=C1)C